tert-butyl (3S,5R)-3-((tert-butyldimethylsilyl)oxy)-5-((5-cyano-7-trityl-7H-pyrrolo[2,3-d]pyrimidin-4-yl)amino)piperidine-1-carboxylate [Si](C)(C)(C(C)(C)C)O[C@@H]1CN(C[C@@H](C1)NC=1C2=C(N=CN1)N(C=C2C#N)C(C2=CC=CC=C2)(C2=CC=CC=C2)C2=CC=CC=C2)C(=O)OC(C)(C)C